[1-Methoxy-6,6-dimethyl-3-(2-methylheptan-2-yl)-6a,7,10,10a-tetrahydrobenzo[c]chromen-9-yl]methanol COC1=C2C3C(C(OC2=CC(=C1)C(C)(CCCCC)C)(C)C)CC=C(C3)CO